(4-imidazolylphenyl)ethylene N1C(=NC=C1)C1=CC=C(C=C1)C=C